4-(trifluoromethyl)phenyl-1-naphthylamine FC(C1=CC=C(C=C1)NC1=CC=CC2=CC=CC=C12)(F)F